methyl-homoleucine tert-butyl-4-((4-(4-((2,6-dioxopiperidin-3-yl)amino)-2,6-difluorophenyl)piperazin-1-yl)methyl)-4-hydroxypiperidine-1-carboxylate C(C)(C)(C)C1N(CCC(C1)(O)CN1CCN(CC1)C1=C(C=C(C=C1F)NC1C(NC(CC1)=O)=O)F)C(=O)O.CN[C@@H](CCC(C)C)C(=O)O